CCCCC/C=C\C/C=C\C/C=C\C/C=C\CCCCNC1=CC=CC=C1O N-arachidonylaminophenol